COC(=O)C1=NC(=C(N=C1NC1=CC2=C(CS(C2)(=O)=O)C=C1)NC)Cl.C12(C(CCC(C1(C)C)C2)C)[S+](C2=CC=CC=C2)C2=CC=CC=C2 pinyl-diphenylsulfonium methyl-6-chloro-3-[(2,2-dioxo-1,3-dihydro-2-benzothiophen-5-yl)amino]-5-(methylamino)pyrazine-2-carboxylate